CCCCOCNC(=O)C=C N-(n-Butoxymethyl)acrylamide